N1=CC=C(C2=CC=CC=C12)\C=C\1/OC2=C(C1=O)C=CC=C2 (Z)-2-(quinolin-4-ylmethylene)benzofuran-3(2H)-one